C(=O)C=1C=NC(=NC1)SC 5-formyl-2-methylmercaptopyrimidine